FC(COC1=NC=CC=N1)(F)F (2,2,2-trifluoroethoxy)pyrimidin